C(C)(C)C1=CN=C(S1)N1C[C@H](CCC1)CN1C[C@@H](C([C@@H](C1)O)O)O (3S,4R,5R)-1-(((R)-1-(5-isopropylthiazol-2-yl)piperidin-3-yl)methyl)piperidine-3,4,5-triol